O=C1NC2=CC=CC=C2C1CC(=O)O 2-(2-oxoindolin-3-yl)acetic acid